8-(6-Fluoro-1-methyl-1H-indol-4-yl)-1,4,4-trimethyl-9-(trifluoro-methyl)-5H-[1,2,4]triazolo[4,3-a]quinoxaline FC1=CC(=C2C=CN(C2=C1)C)C1=CC=C2NC(C=3N(C2=C1C(F)(F)F)C(=NN3)C)(C)C